3-(2-oxo-2-(pyrrolidin-1-yl)ethyl)-5-(4-(trifluoromethyl)phenyl)thieno[3,4-d]pyrimidin-4(3H)-one O=C(CN1C=NC=2C(C1=O)=C(SC2)C2=CC=C(C=C2)C(F)(F)F)N2CCCC2